OC=1C=C(C=CC1)C(C)N1C(C2=CC=C(C=C2C=C1)C=1C(=NNC1)C(F)(F)F)=O 2-(1-(3-hydroxyphenyl)ethyl)-6-(3-(trifluoromethyl)-1H-pyrazol-4-yl)isoquinolin-1(2H)-one